ethyl-triisopropenoxysilane tert-butyl-4-oxo-4,5-dihydro-1H-pyrazolo[3,4-d]pyrimidine-1-carboxylate C(C)(C)(C)OC(=O)N1N=CC2=C1N=CNC2=O.C(C)[Si](OC(=C)C)(OC(=C)C)OC(=C)C